3-(5-(((1r,2r)-2-morpholinocyclopentyl)oxy)-1-oxoisoindolin-2-yl)piperidine-2,6-dione O1CCN(CC1)[C@H]1[C@@H](CCC1)OC=1C=C2CN(C(C2=CC1)=O)C1C(NC(CC1)=O)=O